1-(3-buten-1-yl)-2,4-dichlorobenzene C(CC=C)C1=C(C=C(C=C1)Cl)Cl